C1C=2C=NC=3N=CC=CC3C21 cyclopropa[c][1,8]naphthyridine